NC1=NC=CC=C1C1=NC=2C(=NC(=CC2)C2=CC=CC=C2)N1C1=CC=C(C=C1)[C@H](C)NCCC=1C=CC(=C(C=O)C1)O 5-(2-{[(1S)-1-{4-[2-(2-aminopyridin-3-yl)-5-phenylimidazo[4,5-b]pyridin-3-yl]phenyl}ethyl]amino}ethyl)-2-hydroxybenzaldehyde